O1C(=C(C=C1)C(=O)O)C(=O)O.C(CCCCCCCCC)(O)O decanediol furandicarboxylate